ClC1=C2C(=CNC2=CC=C1)C(=O)N1CC=2C(CC1)=C(N(N2)C)C2=CC=CC=C2 (4-chloro-1H-indol-3-yl)(2-methyl-3-phenyl-2,4,5,7-tetrahydro-6H-pyrazolo[3,4-c]pyridin-6-yl)methanone